(Z,Z)-7,11-Hexadecadien-1-ol C(CCCCC\C=C/CC\C=C/CCCC)O